C(#N)C(CN(C(OC(C)(C)C)=O)C1=C(C=CC2=CC=C(C=C12)B1OC(C(O1)(C)C)(C)C)OCC(F)(F)F)=C tert-butyl N-(2-cyanoallyl)-N-[7-(4,4,5,5-tetramethyl-1,3,2-dioxaborolan-2-yl)-2-(2,2,2-trifluoroethoxy)-1-naphthyl]carbamate